benzo[c]isoxazol-3(1H)-one N1OC(C2=C1C=CC=C2)=O